FC1=C(C(=C(C(=C1CO)F)F)CO)F tetrafluoro-1,4-bis(hydroxymethyl)benzene